NC1=CC2=C(N(N=C2C(=C1C(=O)C1=C(C=CC(=C1)F)Cl)Br)C)C1CN(C1)C(=O)OC(C)(C)C 2-methylpropan-2-yl 3-{5-amino-7-bromo-6-[(2-chloro-5-fluorophenyl)carbonyl]-2-methylindazol-3-yl}azetidine-1-carboxylate